C(CCC(C)C)[Al](CCCC(C)C)CCCC(C)C tri-isohexylaluminium